2-((3-(3-methoxypyridin-4-ylethynyl)pyridin-4-yl)mercapto)-2-methylpropanoic acid COC=1C=NC=CC1C#CC=1C=NC=CC1SC(C(=O)O)(C)C